iron-cobalt-chromium [Cr].[Co].[Fe]